(1R,3S)-3-aminocyclopentane-1-ol hydrochloride Cl.N[C@@H]1C[C@@H](CC1)O